ClC1=C(C=CC=C1)NC(=O)C1=CC=C(C=C1)NC1=NC(=NC=C1F)NC1=CC=C(C=C1)CC(=O)N1CCN(CC1)CC1CCN(CC1)C=1C=C(C(=O)NC2C(NC(CC2)=O)=O)C=CC1 3-(4-((4-(2-(4-((4-((4-((2-chlorophenyl)carbamoyl)phenyl)amino)-5-fluoropyrimidin-2-yl)amino)phenyl)acetyl)piperazin-1-yl)methyl)piperidin-1-yl)-N-(2,6-dioxopiperidin-3-yl)benzamide